(S)-N-(1-ethyl-3-(6-(1-hydroxybutyl)-4-methylpyridin-3-yl)-2-oxo-1,2-dihydro-1,6-naphthyridin-7-yl)cyclopropanecarboxamide C(C)N1C(C(=CC2=CN=C(C=C12)NC(=O)C1CC1)C=1C=NC(=CC1C)[C@H](CCC)O)=O